9,10-di-n-butoxy-1,2,3,4-tetrahydroanthracene C(CCC)OC=1C2=CC=CC=C2C(=C2CCCCC12)OCCCC